tert-butyl 3-hydroxy-4,5,6,7-tetrahydroisoxazolo[5,4-c]pyridine-6-carboxylate OC1=NOC=2CN(CCC21)C(=O)OC(C)(C)C